N1=CN=CC(=C1)CN1CC2=C(CC1)C(=CS2)C(=O)OCC ethyl 6-(pyrimidin-5-ylmethyl)-4,5,6,7-tetrahydrothieno[2,3-c]pyridine-3-carboxylate